C(C1=CC=CC=C1)C(CCCNC(=O)C1=CC=C2C(=CC(=NC2=C1)C1=CC(=CC=C1)C#N)Cl)C(=O)N1CCC(CC1)(CN1C=NC2=CC(=CC=C2C1=O)NC(CCN1CCN(CC1)C)=O)O N-(4-benzyl-5-(4-hydroxy-4-((7-(3-(4-methylpiperazin-1-yl)propanamido)-4-oxoquinazolin-3(4H)-yl)methyl)piperidin-1-yl)-5-oxopentyl)-4-chloro-2-(3-cyanophenyl)quinoline-7-carboxamide